CC1(C(C(C1O)(C)C)O)C 2,2,4,4-Tetramethylcyclobutane-1,3-diol